FC1=CC=C(C=C1)C1=NC(=NC=C1)N1CCC(CC1)(C(=O)NC1(CCN2CCC1CC2)C)O 1-(4-(4-fluorophenyl)pyrimidin-2-yl)-4-hydroxy-N-(4-methyl-1-azabicyclo[3.2.2]non-4-yl)piperidine-4-carboxamide